6-{[2-(1-methylpyrazol-4-yl)-4-pyridyl]oxy}-3-[2-(2-pyridyl)ethyl]-2H-1,3-benzoxazin-4-one CN1N=CC(=C1)C1=NC=CC(=C1)OC=1C=CC2=C(C(N(CO2)CCC2=NC=CC=C2)=O)C1